C(C)(C1=NC(=CC=C1)C1=CC=CC2=CC=CC=C12)=NO 2-acetyl-6-(1-naphthyl)-pyridine oxime